C(CC(C)C)NC(=O)N1C(=NC(=C1)C=1C=NC=CC1)C N-iso-Pentyl-2-methyl-4-(pyridin-3-yl)-1H-imidazole-1-carboxamide